[C@H]12CN(C[C@H](CC1)N2)C=2C1=C(N=C(N2)OC[C@H]2N(CCC2)C)C(=C(N=C1)C1=CC(=CC2=CC=CC=C12)O)F 4-(4-((1R,5S)-3,8-diazabicyclo[3.2.1]octan-3-yl)-8-fluoro-2-(((S)-1-methylpyrrolidin-2-yl)methoxy)pyrido[4,3-d]pyrimidin-7-yl)naphthalen-2-ol